4-hydroxyspiro[cyclohexane-1,3'-indoline]-2'-one OC1CCC2(C(NC3=CC=CC=C23)=O)CC1